ClC1=NC(=C(C(=N1)C(=O)OCC)C1OCCO1)C1=C(C=C(C=C1)C)F ethyl 2-chloro-5-(1,3-dioxolan-2-yl)-6-(2-fluoro-4-methyl-phenyl)pyrimidine-4-carboxylate